4-acetyl-N-(2-cyanobenzyl)-1H-pyrrole-2-carboxamide C(C)(=O)C=1C=C(NC1)C(=O)NCC1=C(C=CC=C1)C#N